FC(C1=NN=C(O1)C=1C=CC(=NC1)CN(C(=O)N1CCS(CC1)(=N)=O)C1=CC(=C(C=C1)F)F)F N-((5-(5-(difluoromethyl)-1,3,4-oxadiazol-2-yl)pyridin-2-yl)methyl)-N-(3,4-difluorophenyl)-1-iminothiomorpholine-4-carboxamide 1-oxide